8-Chloro-2-(6-chloro-3-pyridyl)-N-(2-hydroxyethyl)quinazoline-4-carboxamide ClC=1C=CC=C2C(=NC(=NC12)C=1C=NC(=CC1)Cl)C(=O)NCCO